(S)-3-(3-fluoro-4-(6-(2-cyclopropyl-2H-tetrazol-5-yl)pyridin-3-yl)phenyl)-5-(1-hydroxy-2,2-difluoroethyl)oxazolidin-2-one phosphate P(=O)(O)(O)O.FC=1C=C(C=CC1C=1C=NC(=CC1)C=1N=NN(N1)C1CC1)N1C(O[C@@H](C1)C(C(F)F)O)=O